C(C1=CC=CC=C1)OC(=O)N1CCC(CC1)(C(=O)O)NC(=O)OC(C)(C)C 1-((benzyloxy)carbonyl)-4-((tert-butoxycarbonyl)amino)piperidine-4-carboxylic acid